trans-2-(difluoromethyl)cyclopropane-1-carboxylic acid FC([C@H]1[C@@H](C1)C(=O)O)F